N(=[N+]=[N-])[C@@H]1C[C@@H]([C@H](OC1SC1=CC=C(C=C1)C)CN[S@](=O)C(C)(C)C)OCC1=CC=CC=C1 (R)-N-(((2R,3S,5R)-5-azido-3-(benzyloxy)-6-(p-tolylthio)tetrahydro-2H-pyran-2-yl)methyl)-2-methylpropane-2-sulfinamide